(2-(trifluoromethyl)benzyl)piperidine-4-carboxylic acid FC(C1=C(CN2CCC(CC2)C(=O)O)C=CC=C1)(F)F